5-((5-((S)-1-((2S,4R)-2-(((4H-chromeno[3,4-d]thiazol-7-yl)methyl)formamido)-4-hydroxypyrrolidin-1-yl)-3-methyl-1-oxobutan-2-yl)isoxazol-3-yl)oxy)pentanoic acid S1C=NC2=C1C=1C=CC(=CC1OC2)CC(=O)N[C@H]2N(C[C@@H](C2)O)C([C@@H](C(C)C)C2=CC(=NO2)OCCCCC(=O)O)=O